C(=O)O.FC1=C(C=CC(=C1)F)N1CCN(CC1)CC1=NN2C(NC(C(=C2)CC)=O)=C1 2-((4-(2,4-difluorophenyl)piperazin-1-yl)methyl)-6-ethylpyrazolo[1,5-a]pyrimidin-5(4H)-one formate